CCCCCCCC/C=C/CCCC(=O)O[C@H](CC(=O)[O-])C[N+](C)(C)C The molecule is an O-tetradecenoyl-L-carnitine obtained by formal condensation of the carboxy group of (5E)-tetradecenoic acid with the hydroxy group of L-carnitine. It has a role as a rat metabolite.